2-(Methylsulfinyl)ethyl acrylate C(C=C)(=O)OCCS(=O)C